3-(2-{[(2R,7aS)-2-fluoro-hexahydro-1H-pyrrolizin-7a-yl]methoxy}-8-fluoro-4-(piperidin-4-yl)pyrido[4,3-d]pyrimidin-7-yl)-5-chloro-4-cyclopropylphenol F[C@@H]1C[C@@]2(CCCN2C1)COC=1N=C(C2=C(N1)C(=C(N=C2)C=2C=C(C=C(C2C2CC2)Cl)O)F)C2CCNCC2